BrC1=C(C=C2C(N(C(=NC2=C1)C(CCC)N1CCN(CCC1)C)CC)=O)F 7-bromo-3-ethyl-6-fluoro-2-(1-(4-methyl-1,4-diazepan-1-yl)butyl)quinazolin-4(3H)-one